FC=1C=C(C=CC1)C1=NC2=C(N1)C(=CC=C2OC)OC 2-(3-fluorophenyl)-4,7-dimethoxy-1H-benzo[d]imidazole